[Si](C)(C)(C(C)(C)C)OCCC1(CCN(CC1)C1=CC=C(C=C1)I)O 4-(2-((tert-butyldimethylsilyl)oxy)ethyl)-1-(4-iodophenyl)piperidin-4-ol